4-bromo-1-methyl-2H-indazol-3-one BrC1=C2C(NN(C2=CC=C1)C)=O